1,4-bis(5,7-di-tert-butylbenzo[d]oxazol-2-yl)naphthalene C(C)(C)(C)C=1C=C(C2=C(N=C(O2)C2=CC=C(C3=CC=CC=C23)C=2OC3=C(N2)C=C(C=C3C(C)(C)C)C(C)(C)C)C1)C(C)(C)C